(2R)-N-[4-(3-pyridyloxy)phenyl]piperidine-2-carboxamide N1=CC(=CC=C1)OC1=CC=C(C=C1)NC(=O)[C@@H]1NCCCC1